(E)-3-(3-(2,6-difluorophenyl)-2-ethyl-7-fluoro-4-oxo-3,4-dihydroquinazolin-6-yl)-N-hydroxyacrylamide FC1=C(C(=CC=C1)F)N1C(=NC2=CC(=C(C=C2C1=O)/C=C/C(=O)NO)F)CC